OCCNC(O[C@@H]1CC[C@H](CC1)C(N(C[C@@H]1CC[C@H](CC1)C1=NC(=C(C=C1)OC)C)C1=CC(=CC=C1)C=1N=C(OC1)C1CC1)=O)=O trans-4-((3-(2-Cyclopropyloxazol-4-yl)phenyl)((trans-4-(5-methoxy-6-methylpyridin-2-yl)cyclohexyl)methyl)carbamoyl)cyclohexyl (2-hydroxyethyl)carbamate